C(=CC1=CC=CC=C1)N mono-styryl-amine